FC1=CC=C(C=C1)C1=NN(C(=C1)OCOC(C(C)(C)C)=O)C=1SC=C(N1)C(=O)OCOC(C(C)(C)C)=O (pivaloyloxy)methyl 2-(3-(4-fluorophenyl)-5-((pivaloyloxy)methoxy)-1H-pyrazol-1-yl)thiazole-4-carboxylate